(S)-5-chloro-2-(1-hydroxyethyl)-3-(pyridin-3-yl)quinazolin-4(3H)-one ClC1=C2C(N(C(=NC2=CC=C1)[C@H](C)O)C=1C=NC=CC1)=O